COC(CC1CCN(CC1)C1=NC(=CN=C1C1=CC2=C(OCO2)C=C1)Cl)=O (1-(3-(benzo[d][1,3]dioxol-5-yl)-6-chloropyrazin-2-yl)piperidin-4-yl)acetic acid methyl ester